OC(CNC(OC(C)(C)C)=O)C=1C=NC=CC1OC1=C(C=CC=C1)O tert-butyl (2-hydroxy-2-(4-(2-hydroxyphenoxy)pyridin-3-yl)ethyl)carbamate